5-bromo-N-(4-((tert-butyldimethylsilyl)oxy)-1,1,1-trifluorobutan-2-yl)-2-chloropyridin-4-amine BrC=1C(=CC(=NC1)Cl)NC(C(F)(F)F)CCO[Si](C)(C)C(C)(C)C